N-(2-chloro-6-fluoro-3-nitrophenyl)-2,2-dimethylpropanamide ClC1=C(C(=CC=C1[N+](=O)[O-])F)NC(C(C)(C)C)=O